toluenesulfonate sodium salt [Na+].C(C1=CC=CC=C1)S(=O)(=O)[O-]